butene acetate C(C)(=O)O.C=CCC